N-(4-(4-(propylsulfonylamino)cyclohex-1-en-1-yl)-1H-pyrrolo[2,3-b]pyridin-6-yl)cyclopropylcarboxamide C(CC)S(=O)(=O)NC1CC=C(CC1)C1=C2C(=NC(=C1)NC(=O)C1CC1)NC=C2